OCCOC=1C=C(C=CC1OC)C=1C=C(C=NC1)C=1CB(OC1)O 4-(5-(3-(2-Hydroxyethoxy)-4-methoxyphenyl)pyridin-3-yl)-1,2-oxaborole-2-ol